[N-]=C=O.[N-]=C=O.CC1CCCCC1 4-methyl-cyclohexane diisocyanate